C1(=CC=CC2=CC=CC=C12)C1=CC=C(C=C1)N(C1=CC=C(C=C1)C1=CC(=C(C=C1)C1=CC=CC=C1)C1=CC=CC=C1)C1=CC=C(C=C1)C1=CC=CC2=CC=CC=C12 bis{4-(naphthalen-1-yl)-phenyl}-(2'-phenyl-[1,1':4',1'']terphenyl-4''-yl)-amine